3-(4-((5-Amino-4,4-dimethylpentyl)(4-aminobutyl)amino)-1-oxoisoindolin-2-yl)piperidine-2,6-dione dihydrochloride Cl.Cl.NCC(CCCN(C1=C2CN(C(C2=CC=C1)=O)C1C(NC(CC1)=O)=O)CCCCN)(C)C